2-Amino-9-methyl-7,9-diazadispiro[3.1.46.14]undecane-8,10-dione NC1CC2(C1)CC1(NC(N(C1=O)C)=O)C2